[Ca+2].CS(=O)(=O)C1=CC=C(C=C1)N[C@@H](CO)C(=O)[O-].CS(=O)(=O)C1=CC=C(C=C1)N[C@@H](CO)C(=O)[O-] p-methylsulfonyl-phenylserine calcium salt